dicaffeoyl-p-coumaroyl-spermidine C(\C=C\C1=CC(O)=C(O)C=C1)(=O)C(N(C(\C=C\C1=CC=C(C=C1)O)=O)C(\C=C\C1=CC(O)=C(O)C=C1)=O)CCCNCCCN